2-(5-(benzyloxy)-2-methylbenzofuran-3-carboxamido)-7-azaspiro[3.5]nonane-7-carboxylic acid tert-butyl ester C(C)(C)(C)OC(=O)N1CCC2(CC(C2)NC(=O)C2=C(OC3=C2C=C(C=C3)OCC3=CC=CC=C3)C)CC1